2-aminopropanediol hydrochloride Cl.NC(C(O)O)C